O=C1N[C@H]2[C@@H](OC1)CCN(C2)C(=O)N2CCC(CC2)=CB(O)O ((1-((4aR,8aS)-3-oxooctahydro-2H-pyrido[4,3-b][1,4]oxazine-6-carbonyl)piperidin-4-ylidene)methyl)boronic acid